COP(=O)(OC)[O-].C[P+](CCCC)(CCCC)CCCC methyl-tributylphosphonium dimethyl-phosphate